2-(4,6-diphenyl-1,3,5-triazin-2-yl)-5-propoxyphenol C1(=CC=CC=C1)C1=NC(=NC(=N1)C1=CC=CC=C1)C1=C(C=C(C=C1)OCCC)O